N-(4-fluoro-2-isopropoxyphenyl)-6-(2,7-diazaspiro[3.5]nonan-7-yl)pyrido[3,2-d]pyrimidine-4-amine FC1=CC(=C(C=C1)NC=1C2=C(N=CN1)C=CC(=N2)N2CCC1(CNC1)CC2)OC(C)C